C(C)(C)(C)OC(=O)C=1N=CSC1N(CC1=CC=C(C=C1)OC)S(=O)(=O)C1=CC(=C(C=C1)C=C)F 5-[(3-fluoro-4-vinyl-phenyl)sulfonyl-[(4-methoxyphenyl)methyl]amino]thiazole-4-carboxylic acid tert-butyl ester